O=C1NC(CCC1N1C(C2=CC=C(C=C2C1)C#CC1=CC=C(C=C1)CN1CCN(CC1)CCOC1CCN(CC1)C(=O)OC(C)(C)C)=O)=O tert-butyl 4-(2-[4-[(4-[2-[2-(2,6-dioxopiperidin-3-yl)-1-oxo-3H-isoindol-5-yl]ethynyl]phenyl)methyl]piperazin-1-yl]ethoxy)piperidine-1-carboxylate